N[C@H]1[C@@H](CCCC1)NC(=O)C=1SC=2N=CC=C3N(C(NC1C23)=O)C2=C(C=C(C=C2)OC2=CC=CC=C2)C N-((1R,2R)-2-Aminocyclohexyl)-5-(2-methyl-4-phenoxyphenyl)-4-oxo-4,5-dihydro-3H-1-thia-3,5,8-triazaacenaphthylene-2-carboxamide